FC(CC(COCC(CC(C(F)F)(F)F)OC)OC)(C(F)F)F 2,2,3,3-tetrafluoropropyl-2-methoxyethyl ether